I[C@@]1(C[C@H](O)[C@@H](CO)O1)N1C(=O)NC(=O)C=C1 iodo-2'-deoxyuridine